N-[3-[5-(2-cyanopyrimidin-5-yl)-1-(oxan-2-yl)pyrazolo[3,4-b]Pyridine-3-carbonyl]-2,6-difluorophenyl]Propane-1-sulfonamide C(#N)C1=NC=C(C=N1)C=1C=C2C(=NC1)N(N=C2C(=O)C=2C(=C(C(=CC2)F)NS(=O)(=O)CCC)F)C2OCCCC2